ClC1=C(C=C(C#N)C#N)C=CC(=C1)Cl 2-(2,4-dichlorobenzylidene)malononitrile